C1(CC1)NC(C1=C(C=C(C=C1OC)C1=CN=C2N1C=CC(=C2)OCCOCCN(CC)CC)OC(F)F)=O N-cyclopropyl-4-[7-[2-[2-(diethylamino)ethoxy]ethoxy]imidazo[1,2-a]pyridin-3-yl]-2-(difluoromethoxy)-6-methoxy-benzamide